N-(2-(4-((4-methoxy-7-methyl-1H-pyrrolo[3,2-c]pyridin-1-yl)sulfonyl)piperazin-1-yl)-2-oxoethyl)acrylamide-3,3-d2 COC1=NC=C(C2=C1C=CN2S(=O)(=O)N2CCN(CC2)C(CNC(C=C([2H])[2H])=O)=O)C